FC=1C=C(C=CC1)CNC(=O)C=1C(N(C2=CC(=CC=C2C1C)C(F)(F)F)C(COC)COC)=O N-[(3-Fluorophenyl)-methyl]-1-[2-methoxy-1-(methoxymethyl)-ethyl]-4-methyl-2-oxo-7-(trifluoromethyl)-1H-quinoline-3-carboxylic acid amide